The molecule is a 3-hydroxy fatty acyl-CoA(4-) obtained by deprotonation of the phosphate and diphosphate OH groups of (3R,11Z,14Z,17Z)-3-hydroxyicosatrienoyl-CoA; major species at pH 7.3. It is a (R)-3-hydroxyacyl-CoA(4-) and a 3-hydroxy fatty acyl-CoA(4-). It is a conjugate base of a (3R,11Z,14Z,17Z)-3-hydroxyicosatrienoyl-CoA. CC/C=C\\C/C=C\\C/C=C\\CCCCCCC[C@H](CC(=O)SCCNC(=O)CCNC(=O)[C@@H](C(C)(C)COP(=O)([O-])OP(=O)([O-])OC[C@@H]1[C@H]([C@H]([C@@H](O1)N2C=NC3=C(N=CN=C32)N)O)OP(=O)([O-])[O-])O)O